N[C@@H]1CC[C@H](CC1)O trans-(1r,4r)-4-aminocyclohexan-1-ol